ClC=1C=C(C=CC1C=1C=C2C(=NC1)NN=C2C(C2=C(C(=CC=C2F)NS(=O)(=O)CCC)F)=O)S(=O)(=O)N 3-chloro-4-[3-[2,6-difluoro-3-(propylsulfonylamino)benzoyl]-1H-pyrazolo[3,4-b]pyridin-5-yl]benzenesulfonamide